water arsenic [As].O